N1(CCC(CC1)C(=O)OC1CN(C1)C=1N=C(C2=C(N1)CC[S+]2[O-])N(C2CCOCC2)C)C(=O)OC O1-methyl O4-[1-[4-[methyl(tetrahydropyran-4-yl)amino]-5-oxido-6,7-dihydro-thieno[3,2-d]pyrimidin-5-ium-2-yl]azetidin-3-yl] piperidine-1,4-dicarboxylate